m-xyleneal C1(CC(=CC=C1)C)(C)C=O